CN1C(NCC1)=O 3-methyl-2-oxoimidazoline